4,6-DICHLORO-2-METHYL-2H-1-BENZOTHIINE-3-CARBALDEHYDE ClC1=C(C(SC2=C1C=C(C=C2)Cl)C)C=O